(5'S,7a'R)-5'-(3,5-difluorophenyl)-1-(5-fluoro-4-methylpyrimidin-2-yl)tetrahydro-3'H-spiro[piperidine-4,2'-pyrrolo[2,1-b][1,3]oxazol]-3'-one FC=1C=C(C=C(C1)F)[C@@H]1CC[C@H]2OC3(C(N21)=O)CCN(CC3)C3=NC=C(C(=N3)C)F